O1CCC(CC1)N1CCNCC1 4-(tetrahydro-2H-pyran-4-yl)piperazin